N-(4-(tert-butyl)phenyl)-2-chloro-N-(2-(cyclohexylamino)-2-oxo-1-(pyridin-3-yl)ethyl)propenamide C(C)(C)(C)C1=CC=C(C=C1)N(C(C(=C)Cl)=O)C(C(=O)NC1CCCCC1)C=1C=NC=CC1